C(CCCCCC)(=O)OCCN1CCN(CC1)CCCN1C2=CC=CC=C2SC=2C=CC(=CC12)Cl 2-{4-[3-(2-chloro-10H-phenothiazin-10-yl)propyl]piperazin-1-yl}ethyl heptanoate